3,3-bis-(4-hydroxyphenyl)pentane OC1=CC=C(C=C1)C(CC)(CC)C1=CC=C(C=C1)O